4-(bromomethyl)-2-chloro-1,1'-biphenyl BrCC1=CC(=C(C=C1)C1=CC=CC=C1)Cl